(R)-(3-((4-methyl-3-((1-(3-(5-(pyrrolidin-1-ylmethyl)thiophen-2-yl)phenyl)ethyl)carbamoyl)phenyl)amino)azetidin-1-yl)phosphonic acid CC1=C(C=C(C=C1)NC1CN(C1)P(O)(O)=O)C(N[C@H](C)C1=CC(=CC=C1)C=1SC(=CC1)CN1CCCC1)=O